FC(C(=O)O)(F)F.FC[C@@H]1[C@@H](NC1)C (2S,3S)-3-(fluoromethyl)-2-methylazetidine 2,2,2-trifluoroacetic acid salt